ClC1=NN2C=3C(CCNC3C=NC2=C1)C 4-chloro-13-methyl-2,3,7,10-tetrazatricyclo[7.4.0.02,6]trideca-1(9),3,5,7-tetraene